tert-butyl 7-[3-chloro-5-(2,6-difluorophenyl)-6H-pyrazolo[1,5-a][1,3,5]benzotriazepin-9-yl]-4,7-diazaspiro[2.5]octane-4-carboxylate ClC=1C=NN2C1N=C(NC1=C2C=C(C=C1)N1CCN(C2(CC2)C1)C(=O)OC(C)(C)C)C1=C(C=CC=C1F)F